3-Isopentenyl-2-{2-[2'-fluoro-4'-methoxy-(1,1'-biphenyl)-3-yl]-2-oxoethyl}-4-methoxysalicylic acid C(CC(=C)C)C=1C(C(C(=O)O)C=CC1OC)(O)CC(=O)C=1C=C(C=CC1)C1=C(C=C(C=C1)OC)F